CN(C1CCN(CC1)C1=C(C=C(C=N1)CC1=CN=C2C(=NC(=NN21)NC(CC)CC)N)C)C 7-((6-(4-(dimethylamino)piperidin-1-yl)-5-methylpyridin-3-yl)methyl)-N2-(pentan-3-yl)imidazo[2,1-f][1,2,4]triazine-2,4-diamine